N-(4-(2-((8-Fluorochinolin-4-yl)amino)ethyl)phenyl)methansulfonamid FC=1C=CC=C2C(=CC=NC12)NCCC1=CC=C(C=C1)NS(=O)(=O)C